(S)-N-((S)-(3-chloro-2,4-difluorophenyl)((1r,3S)-3-(trifluoromethyl)cyclobutyl)methyl)-2-(fluoromethyl)-3-oxopiperazine-2-d-1-carboxamide ClC=1C(=C(C=CC1F)[C@@H](NC(=O)N1[C@](C(NCC1)=O)([2H])CF)C1CC(C1)C(F)(F)F)F